BrC1=CC2=C(NC(C3N(C2=O)CCN(C3)C(CO)=O)=O)C=C1 8-bromo-2-(2-hydroxyacetyl)-1,3,4,12a-tetrahydrobenzo[e]pyrazino[1,2-a][1,4]diazepine-6,12(2H,11H)-dione